1-(2-((R)-3-((6-(2-hydroxy-4-(trifluoromethyl)phenyl)-5-methylpyridazin-3-yl)amino)piperidin-1-yl)ethyl)pyrrolidin-3-ol OC1=C(C=CC(=C1)C(F)(F)F)C1=C(C=C(N=N1)N[C@H]1CN(CCC1)CCN1CC(CC1)O)C